N-[(3S,4R)-3-fluoro-1-methyl-4-piperidyl]-6-[3-(2-methoxy-4-methylsulfonyl-anilino)prop-1-ynyl]-1-(2,2,2-trifluoroethyl)indol-4-amine F[C@H]1CN(CC[C@H]1NC=1C=2C=CN(C2C=C(C1)C#CCNC1=C(C=C(C=C1)S(=O)(=O)C)OC)CC(F)(F)F)C